(10S)-12-[(7-ethyl-6-oxo-5H-1,5-naphthyridin-3-yl)methyl]-N-methyl-8-oxa-1,6,12-triazatricyclo[8.4.0.0^{2,7}]tetradeca-2,4,6-triene-5-carboxamide C(C)C=1C(NC=2C=C(C=NC2C1)CN1C[C@H]2COC3=NC(=CC=C3N2CC1)C(=O)NC)=O